amino-8-(2-(4-(2-fluorophenyl)piperazin-1-yl)ethyl)-6-trifluoromethyl-4-(5-Methyl-furan-2-yl)pteridine NC1=NC=2N(CC(=NC2C(=N1)C=1OC(=CC1)C)C(F)(F)F)CCN1CCN(CC1)C1=C(C=CC=C1)F